[O-2].[Al+3].[Zr+4] ZIRCONIUM ALUMINIUM OXIDE